(methylamino)-1-(tetrahydro-2H-pyran-2-yl)-1H-pyrazole-3-carboxamide CNC=1C(=NN(C1)C1OCCCC1)C(=O)N